NC12[C@H](CC(CC1)(CC2)NC(OCC=C)=O)O (S)-allyl (4-amino-3-hydroxybicyclo[2.2.2]octan-1-yl)carbamate